COC1=CC=C(C=C1)C(C1=CC=CC=C1)(C1=CC=CC=C1)N N-[(4-methoxyphenyl)benzhydryl]ammonia